(2S,5'R)-7-chloro-3',6-dimethoxy-5'-methyl-4-(2-tetrahydropyran-2-yloxyethoxy)spiro[benzofuran-2,4'-cyclohex-2-ene]-1',3-dione ClC1=C(C=C(C=2C([C@]3(C(=CC(C[C@H]3C)=O)OC)OC21)=O)OCCOC2OCCCC2)OC